7-(benzyloxy)-3-(((tert-butyldimethylsilyl)oxy)methyl)chroman-4-one C(C1=CC=CC=C1)OC1=CC=C2C(C(COC2=C1)CO[Si](C)(C)C(C)(C)C)=O